3-aminoethyl-5-fluoropyridine NCCC=1C=NC=C(C1)F